CC[C@H](C)[C@H]1C(=O)O[C@@H](C(=O)N([C@H](C(=O)O[C@@H](C(=O)N([C@H](C(=O)O[C@@H](C(=O)N1C)C(C)C)[C@@H](C)CC)C)C(C)C)[C@@H](C)CC)C)C(C)C The molecule is an enniatin obtained from formal cyclocondensation of three N-[(2R)-2-hydroxy-3-methylbutanoyl]-N-methyl-L-isoleucine units. It has a role as an antimicrobial agent.